8-((2S,SR)-4-((4-Fluorophenyl)(6-fluoropyridin-2-yl)methyl)-2,5-dimethylpiperazin-1-yl)-5-methyl-6-oxo-5,6-dihydro-1,5-naphthyridin-2-carbonitril FC1=CC=C(C=C1)C(N1C[C@@H](N(C[C@@H]1C)C1=CC(N(C=2C=CC(=NC12)C#N)C)=O)C)C1=NC(=CC=C1)F |&1:13|